(2R,5S)-2-ethyl-1-(1-(4-(trifluoromethyl)phenyl)-2-methylpropyl)-5-methylpiperazine dihydrochloride Cl.Cl.C(C)[C@H]1N(C[C@@H](NC1)C)C(C(C)C)C1=CC=C(C=C1)C(F)(F)F